(E)-2-cyclohexyl-5-(2,6-difluorostyryl)-1,3-benzenediol C1(CCCCC1)C1=C(C=C(C=C1O)\C=C\C1=C(C=CC=C1F)F)O